C(C)(C)(C)OC(=O)N1CCN(CC1)C1=CC(=C(C=C1)OC)C=1C(NC(C1C1=CNC2=CC=CC=C12)=O)=O 4-(3-(4-(1H-indol-3-yl)-2,5-dioxo-2,5-dihydro-1H-pyrrol-3-yl)-4-methoxyphenyl)piperazine-1-carboxylic acid tert-butyl ester